P(OOCCC)(OOCCC)OOCCC tripropoxy phosphite